C(\C=C\CC)(=O)OC methyl (E)-2-pentenoate